FC(C(=O)[O-])(F)F.C[NH+](CCC)C N,N-dimethyl-1-propanaminium trifluoro-acetat